6-((7-(3-methyl-2-oxobutanoyl)-7-azaspiro[3.5]nonan-2-yl)amino)pyrimidine-4-carboxamide CC(C(C(=O)N1CCC2(CC(C2)NC2=CC(=NC=N2)C(=O)N)CC1)=O)C